C(C1=CC=CC=C1)OC(C(=O)O)(CCCOC[C@H]1N(CCC1)C1=NC(=C(C=C1C(F)(F)F)[N+](=O)[O-])C(=O)OC)C(F)(F)F 2-benzyloxy-5-[[(2S)-1-[6-methoxycarbonyl-5-nitro-3-(trifluoromethyl)-2-pyridinyl]pyrrolidin-2-yl]methoxy]-2-(trifluoromethyl)pentanoic acid